(1S,3R)-N-(5-chloro-4-(7-fluoro-3-isopropyl-2-methyl-2H-indazol-5-yl)pyridin-2-yl)-3-propionylamino-cyclohexane-1-carboxamide ClC=1C(=CC(=NC1)NC(=O)[C@@H]1C[C@@H](CCC1)NC(CC)=O)C1=CC2=C(N(N=C2C(=C1)F)C)C(C)C